O1C(=NN=C1C1=CC=C(C=C1)C=1C(=O)NC(C1)=O)C1=CC=C(C=C1)C=1C(=O)NC(C1)=O N'-[1,3,4-oxadiazole-2,5-diylbis(4,1-phenylene)]bismaleimide